{4-[3-(5-{(R)-(1,3-Dimethyl-azetidin-3-yl)-hydroxy-[4-(2,2,2-trifluoro-ethyl)-phenyl]-methyl}-pyridin-3-yl)-[1,2,4]oxadiazol-5-yl]-cyclohexyl}-carbamic acid tert-butyl ester C(C)(C)(C)OC(NC1CCC(CC1)C1=NC(=NO1)C=1C=NC=C(C1)[C@](C1=CC=C(C=C1)CC(F)(F)F)(O)C1(CN(C1)C)C)=O